L-arginine hydrochloride salt Cl.N[C@@H](CCCNC(N)=N)C(=O)O